C(C)(=O)O[C@@H]1[C@H](O[C@@H]([C@H]([C@H]1OC(C)=O)OC(C)=O)OC1=C(C=C(C=C1)Br)C#N)COC(C)=O (2R,3R,4S,5S,6R)-2-(acetoxymethyl)-6-(4-bromo-2-cyanophenoxy)tetrahydro-2H-pyran-3,4,5-triyl triacetate